3-butyl-3-hydroxy-2-(4-trifluoromethylbenzyl)-2,3,4,5-tetrahydro-1H-isoindol-1-one C(CCC)C1(N(C(C=2C=CCCC12)=O)CC1=CC=C(C=C1)C(F)(F)F)O